N1(CCC1)C1=C(C=CC(=N1)C(=O)NCCCO)OC1=CC=C(C=C1)C(F)(F)F 6-(Azetidin-1-yl)-N-(3-hydroxypropyl)-5-[4-(trifluoromethyl)phenoxy]pyridine-2-carboxamide